3,4-dihydrobenzpyrane O1CCCC2=C1C=CC=C2